t-butyl-3-(benzo[d][1,3]dioxin-4-carbonyl)-2-oxopyrrolidin-1-carboxylate C(C)(C)(C)OC(=O)N1C(C(CC1)C(=O)C1C2=C(OCO1)C=CC=C2)=O